ClC1=C(C=CC(=C1)OC)C1=CC=C2C(C(COC2=C1)(C)C)NC(O[C@@H]1CN2CCC1CC2)=O (S)-quinuclidin-3-yl (7-(2-chloro-4-methoxyphenyl)-3,3-dimethylchroman-4-yl)carbamate